amylnitrite C(CCCC)ON=O